C1(=CC=CC=C1)C(\C=C(\C(=O)OCC)/F)S(=O)(=O)C=1C(C)=CC=CC1 ethyl (Z)-4-phenyl-2-fluoro-4-(2-toluenesulfonyl)-2-butenoate